trimethyleneoxide C1CCO1